4-Amino-8-(2-chloro-5-fluorophenyl)-2-(3-fluoro-5-trifluoromethylphenyl)-7,8-dihydroimidazo[4,5-e]isoindol-6-one NC1=C2C(=C3C(NC(C3=C1)=O)C1=C(C=CC(=C1)F)Cl)NC(=N2)C2=CC(=CC(=C2)C(F)(F)F)F